diisobutyldithiocarbamate C(C(C)C)N(C([S-])=S)CC(C)C